fluoro-1-iodohept-1-ene FC(=CCCCCC)I